(14Z,17Z,20R,21E,23E,25Z,27S,29Z)-20,27-dihydroxydotriaconta14,17,21,23,25,29-hexaenoic acid O[C@H](C\C=C/C\C=C/CCCCCCCCCCCCC(=O)O)\C=C\C=C\C=C/[C@H](C\C=C/CC)O